CC(C)C1=CN=C(S1)N 5-propan-2-yl-1,3-thiazol-2-amine